C(C1=CC=CC=C1)OC=1C(=NC=CC1Br)C=O 3-(benzyloxy)-4-bromopicolinaldehyde